N-(1-(2'-methoxy-[2,4'-bipyridin]-5-yl)cyclopropyl)-1-methyl-3-(trifluoromethyl)-1H-pyrazole-5-carboxamide COC1=NC=CC(=C1)C1=NC=C(C=C1)C1(CC1)NC(=O)C1=CC(=NN1C)C(F)(F)F